ClC1=CC=C2C(=C(NC2=C1Cl)C(=O)O)C 6,7-dichloro-3-methyl-1H-indole-2-carboxylic acid